(3-phenylallyl)phosphonic acid dimethyl ester COP(OC)(=O)CC=CC1=CC=CC=C1